O=C(NC)CCOCCOCCOCCOCCOCCOCCOCCOCCOCCOCCC(=O)[O-] 3-oxo-6,9,12,15,18,21,24,27,30,33-decaoxa-2-azahexatriacontan-36-oate